N-(4-(((R)-1-Hydroxy-4-methylpentan-2-yl)amino)-6-((R*)-2-(2,4,5-trifluorophenyl)propyl)-1,3,5-triazin-2-yl)methanesulfonamide OC[C@@H](CC(C)C)NC1=NC(=NC(=N1)C[C@@H](C)C1=C(C=C(C(=C1)F)F)F)NS(=O)(=O)C |o1:15|